6-[7-[4-fluoro-2-(2-methoxyethoxy)phenyl]-6-(4,5,6,7-tetrahydrothiazolo[5,4-c]pyridin-2-yl)thieno[3,2-c]pyridin-4-yl]-3,4-dihydro-1H-isoquinoline-2-carboxylic acid tert-butyl ester C(C)(C)(C)OC(=O)N1CC2=CC=C(C=C2CC1)C1=NC(=C(C2=C1C=CS2)C2=C(C=C(C=C2)F)OCCOC)C=2SC=1CNCCC1N2